OCCC(=O)[O-] 3-hydroxypropanoate